6-((cyclopropyl-methyl)amino)-2-methyl-quinazoline-4-thiol C1(CC1)CNC=1C=C2C(=NC(=NC2=CC1)C)S